(R)-3-(2-(difluoromethoxy)-4-(trifluoromethyl)phenyl)-7-(1-ethylpiperidin-3-yl)-4-methyl-7H-imidazo[4,5-c]pyridazine FC(OC1=C(C=CC(=C1)C(F)(F)F)C1=C(C2=C(N=N1)N(C=N2)[C@H]2CN(CCC2)CC)C)F